3-amino-4-(2-nitrophenyl)but-2-enoic acid ethyl ester C(C)OC(C=C(CC1=C(C=CC=C1)[N+](=O)[O-])N)=O